C12C3C(OC(C3C2C(OC1=O)=O)=O)=O 4,9-dioxatricyclo[5.3.0.02,6]decane-3,5,8,10-tetraone